(S)-2-hydroxy-3-((S)-2-((1-(4-methoxybenzyl)-6-oxo-5-(trifluoromethyl)-1,6-Dihydropyridazin-4-yl)amino)propoxy)propionate O[C@H](C(=O)[O-])COC[C@H](C)NC=1C=NN(C(C1C(F)(F)F)=O)CC1=CC=C(C=C1)OC